C(C)(C)(C)OC(=O)N([C@H](C(=O)N[C@@H]1C(N2[C@@H](SCC1)CC([C@H]2C(=O)O)(C)C)=O)CC)C (4S,7S,9aS)-4-[(2S)-2-{[(tert-Butoxy)carbonyl](methyl)amino}butanamido]-8,8-dimethyl-5-oxo-octahydropyrrolo[2,1-b][1,3]thiazepine-7-carboxylic acid